ethyldi-(2-methylphenyl)phosphine C(C)P(C1=C(C=CC=C1)C)C1=C(C=CC=C1)C